NC=1C2=C(N(C(N1)=O)C(C)C1=NC=CC=C1)N=C(C=C2)C2CC2 4-amino-7-cyclopropyl-1-(1-pyridin-2-ylethyl)pyrido[2,3-d]pyrimidin-2-one